C(C(C)C)C1=CC(OC(O1)(C)C)=O 6-isobutyl-2,2-dimethyl-1,3-dioxin-4-one